methyl 4-bromo-1-(4-(trifluoromethyl)benzyl)-1H-indole-7-carboxylate BrC1=C2C=CN(C2=C(C=C1)C(=O)OC)CC1=CC=C(C=C1)C(F)(F)F